N-[(6-Amino-2-pyridyl)sulfonyl]-6-tert-butyl-5-cyano-2-(2,2,4-trimethylpyrrolidin-1-yl)pyridin-3-carboxamid NC1=CC=CC(=N1)S(=O)(=O)NC(=O)C=1C(=NC(=C(C1)C#N)C(C)(C)C)N1C(CC(C1)C)(C)C